ClC=1C(=C(C=CC1)C=1CCS(C2=C(C1C1=CC=C(C=C1)O[C@@H]1CN(CC1)CCCF)C=CC(=C2)O)(=O)=O)C 4-(3-chloro-2-methyl-phenyl)-5-[4-[(3S)-1-(3-fluoropropyl)pyrrolidin-3-yl]oxyphenyl]-1,1-dioxo-2,3-dihydro-1λ6-benzothiepin-8-ol